hexadecylamine C(CCCCCCCCCCCCCCC)N